C(CCCCCCCCCCCCCCCCCCCCC)S docosanethiol